2-(5-oxo-5-((3-(((3-(piperidin-1-yl)propoxy)carbonyl)oxy)pentadecyl)oxy)pentyl)propane-1,3-diyldioctanoate O=C(CCCCC(CCCCCCCCC(=O)[O-])CCCCCCCCC(=O)[O-])OCCC(CCCCCCCCCCCC)OC(=O)OCCCN1CCCCC1